ethyl (2R,3S,4R,5S)-2,3,4,5-tetrahydroxy-5-(3-(trifluoromethyl)phenyl)pentanoate O[C@@H](C(=O)OCC)[C@H]([C@@H]([C@H](C1=CC(=CC=C1)C(F)(F)F)O)O)O